4-cyclopropyl-7-((5-(piperazin-1-yl)pyridin-2-yl)amino)-2,3-dihydro-1H-pyrrolo[3,4-c]pyridin-1-one C1(CC1)C1=NC=C(C2=C1CNC2=O)NC2=NC=C(C=C2)N2CCNCC2